C1(CCCCC1)CN1C=NC(=C1C1=C2C(=NC=C1)NC=C2)C2=CC=C(C=C2)F 4-(1-(cyclohexylmethyl)-4-(4-fluorophenyl)-1H-imidazol-5-yl)-1H-pyrrolo[2,3-b]Pyridine